(9H-fluoren-9-yl)methyl 4,7-bis(4-((4-((2-((S)-2-cyano-4,4-difluoropyrrolidin-1-yl)-2-oxoethyl)carbamoyl)quinolin-8-yl)amino)-4-oxobutanoyl)-1,4,7-triazacyclononane-1-carboxylate C(#N)[C@H]1N(CC(C1)(F)F)C(CNC(=O)C1=CC=NC2=C(C=CC=C12)NC(CCC(=O)N1CCN(CCN(CC1)C(CCC(NC=1C=CC=C2C(=CC=NC12)C(NCC(N1[C@@H](CC(C1)(F)F)C#N)=O)=O)=O)=O)C(=O)OCC1C2=CC=CC=C2C=2C=CC=CC12)=O)=O